pentanoic acid amide C(CCCC)(=O)N